7-(4-bromo-3-chloro-benzoyl)-N-[(1S)-1-(4-methoxyphenyl)ethyl]-3-oxo-2-(4-pyrazol-1-ylphenyl)-6,8-dihydro-5H-imidazo[1,5-a]pyrazine-1-carboxamide BrC1=C(C=C(C(=O)N2CC=3N(CC2)C(N(C3C(=O)N[C@@H](C)C3=CC=C(C=C3)OC)C3=CC=C(C=C3)N3N=CC=C3)=O)C=C1)Cl